1-(3,5-diaminopiperidin-1-yl)ethan-1-one NC1CN(CC(C1)N)C(C)=O